6-Fluoro-N-(2-((2R,3S)-2-methylazepan-3-yl)thieno[2,3-b]pyridin-4-yl)benzo[d]thiazol-5-amine FC1=CC2=C(N=CS2)C=C1NC1=C2C(=NC=C1)SC(=C2)[C@@H]2[C@H](NCCCC2)C